1-[[4,5-bis(4-methoxyphenyl)-2-thiazolyl]carbonyl]-4-methyl-piperazine, monohydrochloride Cl.COC1=CC=C(C=C1)C=1N=C(SC1C1=CC=C(C=C1)OC)C(=O)N1CCN(CC1)C